[N+](=O)([O-])N1C2C(C3N(C(C(C1C3)([N+](=O)[O-])[N+](=O)[O-])C2)[N+](=O)[O-])([N+](=O)[O-])[N+](=O)[O-] 2,4,4,6,8,8-hexanitro-2,6-diaza-adamantane